pyridopyridine N1=CC=CC2=C1C=CC=N2